COC=1C(=C2C=CN(C2=C(C1)C)C(=O)OC(C)(C)C)CN1[C@H](CC(CC1)=O)C1=CC=C(C=C1)C(=O)OC |r| (±)-tert-butyl 5-methoxy-4-((2-(4-(methoxycarbonyl)phenyl)-4-oxopiperidin-1-yl)methyl)-7-methyl-1H-indole-1-carboxylate